hexadecanoyl peroxide C(CCCCCCCCCCCCCCC)(=O)OOC(CCCCCCCCCCCCCCC)=O